C(OC1=CC=CC=C1)(OC1=C(C=CC=C1)OC(F)(F)F)=O Phenyl (2-(trifluoromethoxy)phenyl) carbonate